C(CCCCCCC)C(CCCCCCCC)OC(CCCCCCCOC(=O)[C@H]1N(C[C@H](CC1)O)CCCCCC(OCCCCCCCCCCC)=O)=O (2s,5s)-5-hydroxy-1-(6-oxo-6-undecoxy-hexyl)piperidine-2-carboxylic acid [8-(1-octylnonyloxy)-8-oxo-octyl] ester